5-(4-cyclopropyl-6-methoxypyrimidin-5-yl)-1-methyl-3-(4-(5-methyl-3-(trifluoromethyl)-1H-pyrazol-1-yl)benzyl)-1H-pyrazolo[4,3-d]pyrimidine C1(CC1)C1=NC=NC(=C1C=1N=CC2=C(N1)C(=NN2C)CC2=CC=C(C=C2)N2N=C(C=C2C)C(F)(F)F)OC